((2,6-dimethylpyrimidine-4-yl)amino)-N-ethoxynicotinamide CC1=NC(=CC(=N1)NC1=C(C(=O)NOCC)C=CC=N1)C